C(C)(=O)OC(CC(C)(C1=CC=CC=C1)C)C 1,3-dimethyl-3-phenylbutanol acetate